C(C)(C)N1N=C(C2=CC(=CC=C12)B1OC(C(O1)(C)C)(C)C)C#N 1-isopropyl-5-(4,4,5,5-Tetramethyl-1,3,2-dioxaborolane-2-yl)1H-indazole-3-carbonitrile